[Si](C)(C)(C(C)(C)C)OC1(/C(=C\CCCCC1)/OS(=O)(=O)C(F)(F)F)CC1=CC=C(C(=O)OC)C=C1 methyl (E)-4-((1-((tert-butyldimethylsilyl)oxy)-2-(((trifluoromethyl)-sulfonyl)oxy)cyclooct-2-en-1-yl)methyl)benzoate